C1(=CC=CC=C1)CO[Si](OC)(OC)CCCN phenyl-3-aminopropyl-trimethoxysilane